NC1=CC=C(C=C1)C(=N)NC(OC(C)C)=O isopropyl ((4-aminophenyl)(imino)methyl)carbamate